[C@@H]1([C@H](O)[C@@H](O)[C@H](O)[C@H](O1)CO)O[C@@H]([C@@H]([C@@H](C=O)O)O)[C@H](O)CO 4-O-β-glucosylmannose